4-methoxyphenyl-phosphoric acid COC1=CC=C(C=C1)OP(O)(O)=O